[Ti].O(Cl)Cl.[Zr] zirconium oxychloride, titanium salt